Trans-4'-(4-pentylcyclohexyl)biphenyl-4-carbonitrile C(CCCC)[C@@H]1CC[C@H](CC1)C1=CC=C(C=C1)C1=CC=C(C=C1)C#N